(R)-2-amino-6-(3-(3-hydroxy-2-(hydroxymethyl)propyl)ureido)hexanamide N[C@@H](C(=O)N)CCCCNC(=O)NCC(CO)CO